4-(6-chloro-4-methylpyridin-2-yl)-6-(6-chloropyridin-2-yl)-N-(2-(trifluoromethyl)pyridin-4-yl)-1,3,5-triazin-2-amine ClC1=CC(=CC(=N1)C1=NC(=NC(=N1)C1=NC(=CC=C1)Cl)NC1=CC(=NC=C1)C(F)(F)F)C